O1-tert-butyl O2-[5-(1-octylnonoxy)-5-oxo-pentyl] (2S,4R)-4-hydroxypyrrolidine-1,2-dicarboxylate O[C@@H]1C[C@H](N(C1)C(=O)OC(C)(C)C)C(=O)OCCCCC(=O)OC(CCCCCCCC)CCCCCCCC